NC=1C(=NC=CC1)C1=CC(=NC=C1)[C@H](CC=C)NC(OC(C)(C)C)=O (S)-tert-butyl (1-(3-amino-[2,4'-bipyridin]-2'-yl)but-3-en-1-yl)carbamate